5-(trifluoromethyl)isoxazole-3-carboxylic acid ethyl ester C(C)OC(=O)C1=NOC(=C1)C(F)(F)F